CC(C=CCC(C)O)O 3-heptene-2,6-diol